2,4-difluoro-benzotrifluoride FC1=C(C=CC(=C1)F)C(F)(F)F